BrC#COC(C(C)C)(C(C)C)C(C)C (bromoethynyl)[tris(prop-2-yl)]methanol